N-(7-chloroquinolin-8-yl)-1-isopropyl-1H-pyrazole-5-sulfonamide ClC1=CC=C2C=CC=NC2=C1NS(=O)(=O)C1=CC=NN1C(C)C